C(#N)[C@H](CC=1SC(=CC1)C=1C=CC2=C(N(C(O2)=O)C([2H])([2H])[2H])C1)NC(=O)[C@@H]1C[C@H]2[C@@H](N1)COC2 (2S,3aS,6aR)-N-((S)-1-cyano-2-(5-(3-(methyl-d3)-2-oxo-2,3-dihydrobenzo[d]oxazol-5-yl)thiophen-2-yl)ethyl)hexahydro-1H-furo[3,4-b]pyrrole-2-carboxamide